C(C)OC(=O)N1CC2N(CC3=C(C=C4C=CC=NC4=C3)OCC2)C(C1)OC.C(C)N(C1=CC=C(C=C2C(CC(CC2)=CC2=CC=C(C=C2)N(CC)CC)=O)C=C1)CC 2,5-bis(4-diethylaminobenzylidene)cyclohexanone ethyl-l-1-methoxy-1,2,4,4a,5,6-hexahydro-3H,14H-pyrazino[1',2':5,6][1,5]oxazocino[2,3-g]quinoline-3-carboxylate